BrC=1C2=C(N=C(N1)SC)SC1=C2C=CN=C1Br 4,8-dibromo-2-(methylthio)pyrido[4',3':4,5]thieno[2,3-d]pyrimidine